BrC=1C=C2C(=NC(=NC2=CC1F)C)N[C@H](C)C1=CC(=CC=C1)C(F)(F)F (R)-6-bromo-7-fluoro-2-methyl-N-(1-(3-trifluoromethylphenyl)ethyl)quinazolin-4-amine